C(CCC)(=O)NN butanoylhydrazine